COC1=C(CNC2=NC=3C(=CC(=CC3C=3N2N=C(N3)C3CC(C3)(O)C=3C=NC(=CC3)C(C)(C)O)F)OC)C=CC(=C1)OC (1s,3s)-3-(5-((2,4-Dimethoxybenzyl)amino)-9-fluoro-7-methoxy-[1,2,4]triazolo[1,5-c]quinazolin-2-yl)-1-(6-(2-hydroxypropan-2-yl)pyridin-3-yl)cyclobutan-1-ol